3-{[3-(ethoxycarbonyl)-6-methoxy-4-quinolinyl]amino}-4-methylbenzoic acid C(C)OC(=O)C=1C=NC2=CC=C(C=C2C1NC=1C=C(C(=O)O)C=CC1C)OC